methyl (1S,3S)-3-((5-(5-chloro-3-((((4-nitrophenoxy)carbonyl)oxy)methyl)thiophen-2-yl)-3-methylpyrazin-2-yl)oxy)cyclohexane-1-carboxylate ClC1=CC(=C(S1)C=1N=C(C(=NC1)O[C@@H]1C[C@H](CCC1)C(=O)OC)C)COC(=O)OC1=CC=C(C=C1)[N+](=O)[O-]